(5S)-5-[[(Z)-[4-amino-8-(trans-4-aminocyclohexoxy)-5,5-dimethyl-benzo[h]quinazolin-6-ylidene]amino]oxymethyl]oxazolidin-2-one NC1=NC=NC=2C3=C(\C(\C(C12)(C)C)=N/OC[C@@H]1CNC(O1)=O)C=C(C=C3)O[C@@H]3CC[C@H](CC3)N